C(=O)(O)CC=1C=C(C=CC1)CCC(=O)O 3-(3-(carboxymethyl)phenyl)propionic acid